C[Si]1(O[Si](O[Si](O[Si](O1)(C1=CC=CC=C1)C)(C)C)(C1=CC=CC=C1)C)C 2,2,4,6,6,8-hexamethyl-4,8-diphenyl-cyclotetrasiloxane